2-methoxy-d3-phenylhydrazine C(OC1=C(C=CC=C1)NN)([2H])([2H])[2H]